ClC1=CC(=C(C=C1)C1=C2C(=CN=N1)C=NC=C2)OC 1-(4-chloro-2-methoxyphenyl)pyrido[3,4-d]pyridazin